9-benzyl-8-(2-chloro-4-(((3S,4R)-4-fluoro-pyrrolidin-3-yl)oxy)phenyl)-6-(1-methylcyclopropoxy)-9H-purine C(C1=CC=CC=C1)N1C2=NC=NC(=C2N=C1C1=C(C=C(C=C1)O[C@H]1CNC[C@H]1F)Cl)OC1(CC1)C